2-(3-carbamoyl-6-(methoxycarbonyl)-1H-indazol-1-yl)acetic acid C(N)(=O)C1=NN(C2=CC(=CC=C12)C(=O)OC)CC(=O)O